5-ethyl-nonane C(C)C(CCCC)CCCC